N-(3-chloro-5-methanesulfonamidophenyl)-3-(3-cyano-1H-pyrazol-1-yl)benzamide ClC=1C=C(C=C(C1)NS(=O)(=O)C)NC(C1=CC(=CC=C1)N1N=C(C=C1)C#N)=O